ammonium bis(2-propoxyethyl) thiophosphate P(=S)(OCCOCCC)(OCCOCCC)[O-].[NH4+]